(S)-6-(1-amino-1,3-dihydro-spiro[inden-2,4'-piperidin]-1'-yl)-3-(1-(6-methylpyridin-2-yl)vinyl)-1H-pyrazolo[3,4-d]pyrimidin-4(5H)-one N[C@@H]1C2=CC=CC=C2CC12CCN(CC2)C=2NC(C1=C(N2)NN=C1C(=C)C1=NC(=CC=C1)C)=O